7-(2,5-difluorophenyl)-N-((3aR,5s,6aS)-2-((tetrahydro-2H-pyran-4-yl)methyl)octahydrocyclopenta[c]pyrrol-5-yl)thieno[2,3-d]pyridazin-4-amine FC1=C(C=C(C=C1)F)C=1N=NC(=C2C1SC=C2)NC2C[C@@H]1[C@@H](CN(C1)CC1CCOCC1)C2